2-(6-methoxy-3,4-dihydroquinolin-1(2H)-yl)-9H-chromeno[2,3-d]thiazol-9-one COC=1C=C2CCCN(C2=CC1)C=1SC2=C(N1)OC=1C=CC=CC1C2=O